3-Mercaptopropyl-trimethoxysilane tert-butyl-2-(2-hydroxyphenyl)-6a,7,9,10-tetrahydrospiro[pyrido[1',2':4,5]pyrazino[2,3-c]pyridazine-8,2'-[1,3]dioxolane]-5(6H)-carboxylate C(C)(C)(C)OC(=O)N1CC2N(C=3C1=NN=C(C3)C3=C(C=CC=C3)O)CCC3(OCCO3)C2.SCCC[Si](OC)(OC)OC